2-(4-(((((9H-fluoren-9-yl)methoxy)carbonyl)((1-methyl-1H-indol-3-yl)methyl)amino)methyl)piperidin-1-yl)pyrimidine-5-carboxylic acid C1=CC=CC=2C3=CC=CC=C3C(C12)COC(=O)N(CC1=CN(C2=CC=CC=C12)C)CC1CCN(CC1)C1=NC=C(C=N1)C(=O)O